6'-{[4-(pyrimidin-4-yl)piperazin-1-yl]methyl}-2',3'-dihydrospiro[cyclohexane-1,1'-indene]-4-carboxylic acid methyl ester COC(=O)C1CCC2(CCC3=CC=C(C=C23)CN2CCN(CC2)C2=NC=NC=C2)CC1